(R)-2-amino-N-((2S,5R)-8-amino-5-(3-benzyl-1,2,4-oxadiazol-5-yl)-1-(4-hydroxy-2,6-dimethylphenyl)-3-oxooctan-2-yl)-4-guanidino-butanamide N[C@@H](C(=O)N[C@@H](CC1=C(C=C(C=C1C)O)C)C(C[C@@H](CCCN)C1=NC(=NO1)CC1=CC=CC=C1)=O)CCNC(=N)N